COC(C(C(=O)OC)[C@@H](C[N+](=O)[O-])C1=C(C=C(C=C1F)N(C)C)F)=O |o1:8| (R*)-2-{1-[4-(dimethylamino)-2,6-difluorophenyl]-2-nitroethyl}malonic acid dimethyl ester